N-(2-Amino-4-(4-(trifluoromethyl)phenethyl)phenyl)octanamid NC1=C(C=CC(=C1)CCC1=CC=C(C=C1)C(F)(F)F)NC(CCCCCCC)=O